FC(OCC1CC(C1)C(=O)O)(F)F 3-((trifluoromethoxy)methyl)cyclobutanecarboxylic acid